3-((8-chloro-2-fluoroimidazo[1,2-a]pyridin-7-yl)thio)propanoic acid 2-ethylhexyl ester C(C)C(COC(CCSC1=C(C=2N(C=C1)C=C(N2)F)Cl)=O)CCCC